3-(3-(4'-Chloro-[1,1'-biphenyl]-3-yl)-1H-pyrazol-5-yl)pyrrolidine-1-carbonitrile ClC1=CC=C(C=C1)C1=CC(=CC=C1)C1=NNC(=C1)C1CN(CC1)C#N